C(C)(=O)N1CCN(CC1)C1=CC=C(S1)\C=C/1\C(=NOC1=O)C1=CC=CC=C1 (Z)-4-((5-(4-acetylpiperazin-1-yl)thiophen-2-yl)methylene)-3-phenylisoxazol-5(4H)-one